isopropyl 2-((6-((2-(dimethylamino)ethyl)(methyl)amino)-2-methoxy-5-nitropyridin-yl)amino)-4-(3,3,5-trimethyl-2,3-dihydro-1H-pyrrolo[3,2-b]pyridin-1-yl)pyrimidine-5-carboxylate CN(CCN(C1=C(C=C(C(=N1)OC)NC1=NC=C(C(=N1)N1CC(C2=NC(=CC=C21)C)(C)C)C(=O)OC(C)C)[N+](=O)[O-])C)C